CC=1C(=NC(=NC1)NC1=CC=C(C=C1)N1CCN(CC1)C)NC1=CC(=CC=C1)[N+](=O)[O-] 5-Methyl-N4-[3-nitrophenyl]-N2-[4-(4-methylpiperazin-1-yl)phenyl]pyrimidine-2,4-diamine